C(C)(C)(C)C=1C=C(NN1)NC(=O)NC1=CC=C(C=C1)N1C=NC2=C1C=CC(=C2)OCCCCCCC2=C1CN(C(C1=CC=C2)=O)C2C(NC(CC2)=O)=O 1-(5-tert-butyl-2H-pyrazol-3-yl)-3-[4-(5-{6-[2-(2,6-dioxopiperidin-3-yl)-1-oxo-2,3-dihydro-1H-isoindol-4-yl]-hexyloxy}-benzimidazol-1-yl)-phenyl]-urea